C(CCCCCCCCCCC)SCC1=C(C(=CC(=C1)CSCCCCCCCCCCCC)C)O 2,4-Bis[(dodecylthio)methyl]-6-Methylphenol